7-(2-fluoro-6-(3-methylpyrrolidin-1-yl)pyridin-4-yl)-5,6,7,8-tetrahydro-2,7-naphthyridine-3-carboxylic acid FC1=NC(=CC(=C1)N1CCC=2C=C(N=CC2C1)C(=O)O)N1CC(CC1)C